COC(COC(=O)N1CC(C1)(C1=C(C=CC=C1)C(C)C)C(NC1=NC=C(C=C1OC(F)F)C)=O)=O 3-((3-(difluoromethoxy)-5-methylpyridin-2-yl)carbamoyl)-3-(2-isopropylphenyl)azetidine-1-carboxylic acid 2-methoxy-2-oxoethyl ester